6-(2'-chloro-2-fluoro-3'-((2-methylpyrido[3,2-d]pyrimidin-4-yl)amino)-[1,1'-biphenyl]-3-yl)-2-methoxynicotinaldehyde ClC1=C(C=CC=C1NC=1C2=C(N=C(N1)C)C=CC=N2)C2=C(C(=CC=C2)C2=NC(=C(C=O)C=C2)OC)F